1-(4-(3-(2-methylbenzo[d]oxazol-5-yl)-1-tosyl-1H-pyrrolo[2,3-b]pyridin-5-yl)benzyl)piperidin-3-ol CC=1OC2=C(N1)C=C(C=C2)C2=CN(C1=NC=C(C=C12)C1=CC=C(CN2CC(CCC2)O)C=C1)S(=O)(=O)C1=CC=C(C)C=C1